CC(C(=O)O)(COC1=NC=CC=C1C(F)(F)F)C 2,2-dimethyl-3-((3-(trifluoromethyl)pyridin-2-yl)oxy)propionic acid